2-(2H-benzotriazole-2-yl)-4-(1,2,3,3-tetramethylbutyl)phenol N=1N(N=C2C1C=CC=C2)C2=C(C=CC(=C2)C(C(C(C)(C)C)C)C)O